C(C)OC(C(CNCC1N(CCN(C1)C(=O)OC(C)(C)C)C(=O)OCC1=CC=CC=C1)(C)C)=O 1-Benzyl 4-tert-butyl 2-(((3-ethoxy-2,2-dimethyl-3-oxopropyl)amino)methyl)piperazine-1,4-dicarboxylate